5-pentyl-cyclohexa-1,3-diene C(CCCC)C1C=CC=CC1